CN1C(N(C2=C1C(=CC=C2)CCCC2CCNCC2)C2C(NC(CC2)=O)=O)=O 3-[3-methyl-2-oxo-4-[3-(piperidin-4-yl)propyl]-1,3-benzodiazol-1-yl]piperidine-2,6-dione